O=C(C(=O)NC=1C2=C(C=NC1)C=NN2CCCC[Si](C)(C)C)N2[C@H](CC[C@@H](C2)C)C=2C=CC1=C(N=C(S1)C1CC(C1)N(C)C)C2 2-oxo-2-[(2R,5S)-2-[2-[3-(dimethylamino)cyclobutyl]-1,3-benzothiazol-5-yl]-5-methyl-1-piperidyl]-N-[1-(4-trimethylsilylbutyl)pyrazolo[4,3-c]pyridin-7-yl]acetamide